C1(=CC=CC=C1)C1=C(N)C(=CC(=C1)C1=CC=CC=C1)C1=CC=CC=C1 2,4,6-triphenylaniline